COCC=1OC2=C(C1)C=C(C=C2B2OC(C(O2)(C)C)(C)C)CO (2-(methoxymethyl)-7-(4,4,5,5-tetramethyl-1,3,2-dioxaborolan-2-yl)benzofuran-5-yl)methanol